ethyl 3-(4-methylphenyl)-2-naphthoate CC1=CC=C(C=C1)C=1C(=CC2=CC=CC=C2C1)C(=O)OCC